2,2-difluoro-1-(quinolin-5-yl)ethan-1-ol FC(C(O)C1=C2C=CC=NC2=CC=C1)F